S1C=CC2=NC=CC(=C21)C(C)=O 1-thieno[3,2-b]pyridin-7-ylethanone